(4-benzylpiperidin-1-yl)(piperidin-3-yl)methanone C(C1=CC=CC=C1)C1CCN(CC1)C(=O)C1CNCCC1